FC=1C(=C2C(=CC(=CC2=CC1)NC([O-])=O)O)C#C[Si](C(C)C)(C(C)C)C(C)C (6-fluoro-4-hydroxyl-5-((Triisopropylsilyl)ethynyl)naphthalene-2-yl)carbamate